4-hydrazino-1-isopropyl-3,5-dimethyl-1H-pyrazole hydrochloride Cl.N(N)C=1C(=NN(C1C)C(C)C)C